2-[(2,6-difluoro-4-pyridinyl)-(2-fluoroacetyl)amino]-N-(2,2-dimethylcyclobutyl)-5-methyl-thiazole-4-carboxamide FC1=NC(=CC(=C1)N(C=1SC(=C(N1)C(=O)NC1C(CC1)(C)C)C)C(CF)=O)F